3,5-difluoro-4-([7-(2-methoxyethoxy)quinolin-4-yl]oxylphenyl)pyridine-3-carboxamide FC1(CN=CC(=C1C1=C(C=CC=C1)OC1=CC=NC2=CC(=CC=C12)OCCOC)F)C(=O)N